2-(3-methylcyclohexyl)malonic acid dimethyl ester COC(C(C(=O)OC)C1CC(CCC1)C)=O